3-isopropyl-2-(1-methyl-1H-imidazol-4-yl)-7-(1-trityl-1H-imidazol-4-yl)imidazo[2,1-f][1,2,4]triazin-4(3H)-one C(C)(C)N1C(=NN2C(C1=O)=NC=C2C=2N=CN(C2)C(C2=CC=CC=C2)(C2=CC=CC=C2)C2=CC=CC=C2)C=2N=CN(C2)C